(2S,5R)-tert-butyl 2-(4-fluorophenyl)-4-isobutyryl-5-methylpiperazine-1-carboxylate tert-Butyl-(2S,5R)-2-(4-fluorophenyl)-5-methyl-piperazine-1-carboxylate C(C)(C)(C)OC(=O)N1[C@H](CN[C@@H](C1)C)C1=CC=C(C=C1)F.FC1=CC=C(C=C1)[C@@H]1N(C[C@H](N(C1)C(C(C)C)=O)C)C(=O)OC(C)(C)C